BrC=1N=CC(N(C1)C)=O 5-bromo-1-methylpyrazin-2(1H)-one